methyl (1S,3S)-1-methyl-5-oxo-1,2,3,5,8,8a-hexahydroindolizine-3-carboxylate C[C@H]1C[C@H](N2C(C=CCC12)=O)C(=O)OC